4-(3-ethyl-1,2,4-oxadiazol-5-yl)-N-(5-fluoropyridin-2-yl)-6-methylpicolinamide C(C)C1=NOC(=N1)C1=CC(=NC(=C1)C)C(=O)NC1=NC=C(C=C1)F